ClC=1C=CC(=C(C1)C1=CC(=C(N=N1)OC1COCC1)NC1=CC(=NC=C1)NC(CN1CCN(CCC1)C)=O)F N-(4-{[6-(5-chloro-2-fluorophenyl)-3-(oxolan-3-yloxy)pyridazin-4-yl]amino}pyridin-2-yl)-2-(4-methyl-1,4-diazepan-1-yl)-acetamide